N,N-Dimethylaminopropylacrylamide CCCC(=C)C(=O)N(NC)NC